CS(=O)(=O)C=1C=C(C=CC1)C1=CC=C(S1)CN1C(NN=C1)=O 4-({5-[3-(methylsulfonyl)phenyl]thiophen-2-yl}methyl)-2,4-dihydro-3H-1,2,4-triazol-3-one